C(C=CCCCCCCCCCCCCCC)=O 8Z-heptadecaenal